(S)-6-((4-((2-hydroxy-1-phenylethyl)amino)-5-(1,2,4-oxadiazol-5-yl)pyrimidin-2-yl)amino)-1-isopropyl-2-methyl-1,2-dihydro-3H-pyrazolo[3,4-b]pyridin-3-one OC[C@H](C1=CC=CC=C1)NC1=NC(=NC=C1C1=NC=NO1)NC1=CC=C2C(=N1)N(N(C2=O)C)C(C)C